ClC=1C(=CC(=C(C1)C(C)=O)O)F 1-(5-chloro-4-fluoro-2-hydroxyphenyl)ethanone